6-{[2-(2,6-dioxopiperidin-3-yl)-1,3-dioxo-2,3-dihydro-1H-isoindol-4-yl]amino}hexanoic acid O=C1NC(CCC1N1C(C2=CC=CC(=C2C1=O)NCCCCCC(=O)O)=O)=O